ClC1=CC=2N(C(=NC(C2C2=C(C=CC=C2)Cl)=O)NC)C=C1 6-Chloro-4-(2-chlorophenyl)-1-(methylamino)-3H-pyrido[1,2-c]pyrimidin-3-one